C(C)(=O)[O-].[Pd+2].C1(=CC=CC=C1)P(C1=CC=CC=C1)CNCP(C1=CC=CC=C1)C1=CC=CC=C1.C(C)(=O)[O-] bis[(diphenylphosphino)methyl]amine palladium (II) acetate